O1COCN(C1)S(=O)(=O)C1(CC1)COC=1N=CC=C2C=C(C(N(C12)C)=O)C(=O)NCC1=CC=C(C=C1)C#N 8-((1-((1,3,5-dioxazinan-5-yl)sulfonyl)cyclopropyl)methoxy)-N-(4-cyanobenzyl)-1-methyl-2-oxo-1,2-dihydro-1,7-naphthyridine-3-carboxamide